(3,4-dicarboxy)diphenyl-terephthalamide C(=O)(O)C1C(=C(C(=O)N)C=C(C1(C(=O)N)C(=O)O)C1=CC=CC=C1)C1=CC=CC=C1